5,7-dimethyl-4-(phenylcarbamoyl)-3,4-dihydronaphthalene-2,2(1H)-dicarboxylic acid diethyl ester C(C)OC(=O)C1(CC2=CC(=CC(=C2C(C1)C(NC1=CC=CC=C1)=O)C)C)C(=O)OCC